(R)-2-((3E,7E)-13-fluoro-4,8,12-trimethyltrideca-3,7,11-trien-1-yl)-2,5,7,8-tetramethylchroman-6-ol FCC(=CCC/C(=C/CC/C(=C/CC[C@]1(OC2=C(C(=C(C(=C2CC1)C)O)C)C)C)/C)/C)C